(E)-1-(2,6,6-trimethyl-1-cyclohexenyl)-2-buten-1-one CC1=C(C(CCC1)(C)C)C(\C=C\C)=O